CC(CC[NH-])CC(C)(C)C 3,5,5-trimethylhexyl-amide